(S)-1-((S)-1-phenylethyl)-3-hydroxymethylpyrrolidine C1(=CC=CC=C1)[C@H](C)N1C[C@H](CC1)CO